tert-butyl 4-(3-(1-(4-(5-(difluoromethyl)-1,3,4-oxadiazol-2-yl)benzyl)-1H-1,2,3-triazol-4-yl)-2-fluorophenyl)piperazin-1-carboxylate FC(C1=NN=C(O1)C1=CC=C(CN2N=NC(=C2)C=2C(=C(C=CC2)N2CCN(CC2)C(=O)OC(C)(C)C)F)C=C1)F